1-(7-(2,2,2-trifluoroethyl)-5,6,7,8-tetrahydro-(1,2,4)triazolo(4,3-a)pyrazin-3-yl)-N4-(2-(trifluoromethyl)imidazo(1,2-a)pyridin-5-yl)cyclohexane-1,4-diamine FC(CN1CC=2N(CC1)C(=NN2)C2(CCC(CC2)NC2=CC=CC=1N2C=C(N1)C(F)(F)F)N)(F)F